tryptophanic acid N[C@@H](CC1=CNC2=CC=CC=C12)C(=O)O